C(=O)(O)C(CN1C(N2[C@@H](CN(CC2)CC2=C[C@H](N=C(N2)C=2SC=CN2)C2=C(C(=C(C=C2)F)F)C)C1)=O)(F)F (S)-6-[(S)-2-(2-Carboxy-2,2-difluoro-ethyl)-3-oxo-hexahydro-imidazo[1,5-a]pyrazin-7-ylmethyl]-4-(3,4-difluoro-2-methyl-phenyl)-2-thiazol-2-yl-1,4-dihydro-pyrimidine